ClC1=CC(=C(C=N1)C=O)COC1OCCCC1 6-chloro-4-(tetrahydropyran-2-yloxymethyl)pyridine-3-carbaldehyde